C(C)(C)(C)C1=NC(=NO1)C(=O)NCC1=C(C(=C(C=C1)C1=C(C=NC=C1)N1CC(CCC1)N(C(C=C)=O)C)F)C 5-(tert-butyl)-N-(3-fluoro-2-methyl-4-(3-(3-(N-methylacrylamido)piperidin-1-yl)pyridin-4-yl)benzyl)-1,2,4-oxadiazole-3-carboxamide